(3-fluoro-2-(((1-oxo-1,2,3,4-tetrahydroisoquinolin-6-yl)oxy)methyl)allyl)carbamic acid tert-butyl ester C(C)(C)(C)OC(NCC(=CF)COC=1C=C2CCNC(C2=CC1)=O)=O